ClCC1=CC=C(CCC2(CCCC=3C4=CC=CC=C4NC23)N)C=C1 (4-(chloromethyl)phenethyl)-2,3,4,9-tetrahydro-1H-carbazol-1-amine